4-((2-(3,3-Dichlorocyclobutyl)-1H-imidazol-4-yl)methyl)pyridine ClC1(CC(C1)C=1NC=C(N1)CC1=CC=NC=C1)Cl